N-bromoisocyanuric acid sodium [Na].BrN1C(=O)NC(=O)NC1=O